(S)-1-(2-chloro-1H-indol-3-yl)-N,N-dimethylpropan-2-amine ClC=1NC2=CC=CC=C2C1C[C@H](C)N(C)C